[C-]1(C=CC=C1)S.[CH-]1C=CC=C1.[Fe+2] ferrocenyl thiol